C[C@@H]1N(CCN(C1)C)[C@@H](C(=O)NC=1C=CC=C2C(=CNC12)C1=NC(=NC=C1C)NC1=C(C(=CC=C1)S(=O)(=O)C)F)C (R)-2-((S)-2,4-Dimethylpiperazin-1-yl)-N-(3-(2-((2-fluoro-3-(methylsulfonyl)phenyl)amino)-5-methylpyrimidin-4-yl)-1H-indol-7-yl)propanamid